C(C)(C)(C)OC(=O)C1=CC=C(OCCCCCCCCCC(=O)O)C=C1 10-(4-t-butoxycarbonylphenoxy)decanoic acid